5-(6-(((R)-1-(((1r,3R)-3-Hydroxycyclobutyl)methyl)piperidin-3-yl)amino)-4-methylpyridazin-3-yl)benzo[b]thiophen-4-ol OC1CC(C1)CN1C[C@@H](CCC1)NC1=CC(=C(N=N1)C1=C(C2=C(SC=C2)C=C1)O)C